C[Si](C)(C)C#CC1=C(C=O)C=CC=C1 ((trimethylsilyl)ethynyl)benzaldehyde